N-{(6S,7aS)-3-oxo-2-[4-(2,4,6-trifluorophenyl)-1,2-benzoxazol-3-yl]hexahydro-1H-pyrrolo[1,2-c]imidazol-6-yl}ethanesulfonamide O=C1N(C[C@H]2N1C[C@H](C2)NS(=O)(=O)CC)C2=NOC1=C2C(=CC=C1)C1=C(C=C(C=C1F)F)F